CNC=1C=2C=NC=3NC4=CC=CC(OCCCC=5N(N=C(C(=CN1)C2C3)C5)C)=N4 N,4-dimethyl-9-oxa-3,4,15,17,21,25-hexazapentacyclo[14.6.2.12,5.110,14.019,23]hexacosa-1(22),2,5(26),10(25),11,13,16(24),17,19(23),20-decaen-20-amine